C(CCCC(=O)O)(=O)C(O)(C[N+](C)(C)C)CC([O-])=O glutaryl-carnitine